cis-7-[4-[6-Chloro-4-[difluoro(3-piperidyl)methyl]-2-pyridyl]piperazin-1-yl]sulfonyl-3-(hydroxymethyl)-3a,4-dihydro-3H-oxazolo[4,3-c][1,4]benzoxazin-1-one ClC1=CC(=CC(=N1)N1CCN(CC1)S(=O)(=O)C1=CC2=C(N3[C@@H](CO2)[C@@H](OC3=O)CO)C=C1)C(C1CNCCC1)(F)F